ClC=1C=C(C=C(C1)Cl)C=1CCN(CC1)S(=O)(=O)C1=CC=C(C=C1)NC(C1=C(C=CC=C1)N(S(=O)(=O)C)C)=O N-(4-((4-(3,5-dichlorophenyl)-3,6-dihydropyridin-1(2H)-yl)sulfonyl)phenyl)-2-(N-methylmethylsulfonamido)benzamide